pentafluorophenyl-1-ethanone FC1=C(C(=C(C(=C1C(C)=O)F)F)F)F